1'-[1,4-phenylene-bis-(methylene)]-bis-1,4,7,10-tetraazacyclotetradecane C1(=CC=C(C=C1)CN1CCNCCNCCNCCCC1)CN1CCNCCNCCNCCCC1